C1(=CC=CC=C1)[Si]1(C2=C(NC3=C1C=CC=C3)C=CC=C2)C2=CC=CC=C2 10,10-diphenyl-5,10-dihydrodibenzo[b,e][1,4]azasilaine